Cl.ClC=1C=C(C=C(C1)Cl)C=1OC2=C(N1)C=CC(=C2)C(=O)OCCCN 3-aminopropyl 2-(3,5-dichlorophenyl)benzo[d]oxazole-6-carboxylate hydrochloride